4,4-bis(4-nitrophenoxy)octafluorobiphenyl tert-butyl-4-(4-(6-amino-5-chloro-2-fluoropyridin-3-yl)phenyl)piperazine-1-carboxylate C(C)(C)(C)OC(=O)N1CCN(CC1)C1=CC=C(C=C1)C=1C(=NC(=C(C1)Cl)N)F.[N+](=O)([O-])C1=CC=C(OC2(C(C(=C(C(=C2F)F)C2=C(C(=C(C(=C2)F)F)F)F)F)F)OC2=CC=C(C=C2)[N+](=O)[O-])C=C1